4,6-dichloro-N-ethoxypyridazine ClC1=CNN(C(=C1)Cl)OCC